C12(CC3CC(CC(C1)C3)C2)NCCCCCCC#CC2=CC=C3C(N(C(=NC3=C2)C)C2C(NC(CC2)=O)=O)=O 3-(7-(8-(((3s,5s,7s)-adamantan-1-yl)amino)oct-1-yn-1-yl)-2-methyl-4-oxoquinazoline-3(4H)-yl)piperidine-2,6-dione